CC1=CC(=CC=C1)S(=O)CCC(=O)OC(C)(C)C tert-butyl 3-(toluene-3-sulfinyl)-propionate